OC1C2(C(N(C(C1(CN(C2)CC2=CC=CC(=N2)C)C(=O)OC)C2=NC=CC=C2)CC2=CC=CC(=N2)C)C2=NC=CC=C2)C(=O)OC 6,6'-({9-hydroxy-1,5-bis(methoxycarbonyl)-2,4-di(pyridin-2-yl)-3,7-diazabicyclo[3.3.1]nonane-3,7-diyl}bis(methylene))dipicoline